2,5-dicyclopentyl-3-methylcyclohexa-2,5-diene-1,4-dione C1(CCCC1)C=1C(C=C(C(C1C)=O)C1CCCC1)=O